3-chloro-2-hydroxy-5-(4,4,5,5-tetramethyl-1,3,2-dioxaborolan-2-yl)benzaldehyde ClC=1C(=C(C=O)C=C(C1)B1OC(C(O1)(C)C)(C)C)O